O=C(CCC(=O)O)NC1=CC=C(C=C1)S(N)(=O)=O 4-oxo-4-((4-sulfamoylphenyl)amino)butyric acid